C(C)(C)(C)OC(=O)N1CC2=NC=3CCCCC3C(=C2C1)C 9-methyl-1,3,5,6,7,8-hexahydro-pyrrolo[3,4-b]quinoline-2-carboxylic acid tert-butyl ester